((3R,4r,5S)-4-hydroxy-3,5-dimethylpiperidin-1-yl)(2-(2,4,5-trifluoro-3-hydroxyphenyl)thiazol-5-yl)methanone OC1[C@@H](CN(C[C@@H]1C)C(=O)C1=CN=C(S1)C1=C(C(=C(C(=C1)F)F)O)F)C